OC(C(=O)O)CC (3S)-hydroxybutyric acid